N-(1-((1S,2R)-2-fluorocyclopropyl)-2-oxo-1,2-dihydropyridin-3-yl)-7-isopropoxy-2-(1-(methoxymethyl)-2-oxabicyclo[2.1.1]hex-4-yl)imidazo[1,2-a]pyrimidine-6-carboxamide F[C@H]1[C@H](C1)N1C(C(=CC=C1)NC(=O)C=1C(=NC=2N(C1)C=C(N2)C21COC(C2)(C1)COC)OC(C)C)=O